C(C=C)(=O)N1[C@H](CN(CC1)C1=NC(=NC=2C[C@@H](CCC12)N1CCC2=CC=CC=C12)N1CC(C1)N(C)C)CC#N 2-((S)-1-Acryloyl-4-((R)-2-(3-(dimethylamino)azetidin-1-yl)-7-(indolin-1-yl)-5,6,7,8-tetrahydroquinazolin-4-yl)piperazin-2-yl)acetonitrile